C(C(C)C)(=O)NC1CCC(CC1)NC1=NC(=NC=C1C(=O)N)NC(C)C 4-((1s,4s)-4-isobutyramidocyclohexylamino)-2-(isopropylamino)pyrimidine-5-carboxamide